bis(3-chloro-2-hydroxy-propoxy)bisphenol A ClCC(COC=1C(=C(O)C=CC1C(C)(C)C1=CC=C(C=C1)O)OCC(CCl)O)O